ClC1=C(C=CC(=C1)Cl)C(CC1NCC2C1CC(C2)(O)C2=CC=C(C=C2)F)O [2-(2,4-dichlorophenyl)-2-hydroxyethyl]-5-(4-fluorophenyl)-octahydrocyclopenta[c]pyrrol-5-ol